1,3-diphenyl-2,4,5-imidazolidinetrione C1(=CC=CC=C1)N1C(N(C(C1=O)=O)C1=CC=CC=C1)=O